6-[2-(cyclopropylcarbamoyl)phenyl]thio-3-iodoindazole C1(CC1)NC(=O)C1=C(C=CC=C1)SC1=CC=C2C(=NNC2=C1)I